C(CO)N(CC(=O)O)CC(=O)O N-(2-Hydroxyethyl)iminodiacetic Acid